C(C)C1=CC2=C(C(C=3NC=4N=C(C=CC4C3C2=O)C#N)(C)C)C=C1 7-Ethyl-10,10-dimethyl-5-oxo-10,11-dihydro-5H-1,11-diaza-benzo[b]fluorene-2-carbonitrile